N,N-dimethyl-N-methacryloyl-ethoxy-N-(3-sulfopropyl)-ammonium C[N+](CCC(S(=O)(=O)O)OCC)(C(C(=C)C)=O)C